2-(5-((3-((tert-butoxycarbonyl)amino)propyl)carbamoyl)-1H-indazol-3-yl)-5-phenyl-1H-imidazole-4-carboxylic acid C(C)(C)(C)OC(=O)NCCCNC(=O)C=1C=C2C(=NNC2=CC1)C=1NC(=C(N1)C(=O)O)C1=CC=CC=C1